N-[cis-(7RS,9SR)-7-[[2-(4-chlorophenoxy)acetyl]amino]-3-cyclopropyl-5-(2-methyl-propylsulfamoyl)-8,9-dihydro-7H-cyclopenta[h]isoquinolin-9-yl]pyridine-3-carboxamide ClC1=CC=C(OCC(=O)N[C@@H]2C[C@@H](C=3C2=CC(=C2C=C(N=CC32)C3CC3)S(NCC(C)C)(=O)=O)NC(=O)C=3C=NC=CC3)C=C1 |r|